1-(4-fluorophenyl)-2-oxo-6,7,8,9-tetrahydro-2H-quinolizine-3-carboxylic acid FC1=CC=C(C=C1)C=1C(C(=CN2CCCCC12)C(=O)O)=O